(3S,10R,13S)-17-(4-chloro-1H-imidazol-1-yl)-16-formyl-10,13-dimethyl-2,3,4,7,8,9,10,11,12,13,14,15-dodecahydro-1H-cyclopenta[a]phenanthren-3-yl acetate C(C)(=O)O[C@H]1CC[C@@]2(C3CC[C@@]4(C(=C(CC4C3CC=C2C1)C=O)N1C=NC(=C1)Cl)C)C